3-bromo-1-cyclopropyl-5-(3-methyl-1-(4-methyl-4H-1,2,4-triazol-3-yl)cyclobutyl)pyridin-2(1H)-one BrC=1C(N(C=C(C1)C1(CC(C1)C)C1=NN=CN1C)C1CC1)=O